(s)-2-(4-bromophenyl)-5-(1-(cyclohexylmethyl)piperidin-3-yl)-2,4-dihydro-3H-1,2,4-triazol-3-one BrC1=CC=C(C=C1)N1N=C(NC1=O)[C@@H]1CN(CCC1)CC1CCCCC1